FC=1C=C(C=C(C1CN1C(CC=2C=NC(=C(C21)C2=CC=CC=C2)OC)=O)F)S(=O)(=O)N 3,5-difluoro-4-((6-methoxy-2-oxo-7-phenyl-2,3-dihydro-1H-pyrrolo[3,2-c]pyridin-1-yl)methyl)benzenesulfonamide